meta-methylbenzonitrile CC=1C=C(C#N)C=CC1